ClC=1C=CC2=C(CC3(CC=4N2C(=NN4)[C@@H]4CC[C@H](CC4)N(C)C)OCCO3)C1 trans-4-(8'-chloro-4'H,6'H-spiro[1,3-dioxolane-2,5'-[1,2,4]triazolo[4,3-a][1]benzazepin]-1'-yl)-N,N-dimethylcyclohexanamine